tert-butyl (3aR,5s,6aS)-5-((5-(difluoromethyl)-6-(2,3,5-trifluorophenyl)pyridazin-3-yl)amino)hexahydrocyclopenta[c]pyrrole-2(1H)-carboxylate FC(C=1C=C(N=NC1C1=C(C(=CC(=C1)F)F)F)NC1C[C@@H]2[C@@H](CN(C2)C(=O)OC(C)(C)C)C1)F